6-(benzyloxy)-7-fluoro-4-isopropyl-2-(o-tolyl)isoquinolin-1(2H)-one C(C1=CC=CC=C1)OC=1C=C2C(=CN(C(C2=CC1F)=O)C1=C(C=CC=C1)C)C(C)C